(S,S) or (S,R)-4-(2-hydroxypropan-2-yl)-N'-((3-methyl-1,2,3,5,6,7-hexahydrodicyclopenta[b,e]pyridin-8-yl)carbamoyl)thiophene-2-sulfonimidamide OC(C)(C)C=1C=C(SC1)[S@](=O)(N)=NC(NC1=C2C(=NC3=C1CCC3)[C@H](CC2)C)=O |o1:24|